ClC=1C2=C(N=CN1)N(C=C2C2=CC=C(C=C2)OC2=CC=CC=C2)C2CCC(CC2)C2C(N(CCO2)C)=O 2-(4-(4-chloro-5-(4-phenoxyphenyl)-7H-pyrrolo[2,3-d]pyrimidin-7-yl)cyclohexyl)-4-methylmorpholin-3-one